C(C)[C@H]1N(C[C@@H](NC1)CC)C(C)C=1C=CC=2N(N1)C=C(N2)C 6-(1-((2R,5S)-2,5-diethylpiperazin-1-yl)ethyl)-2-methylimidazo[1,2-b]pyridazine